(R,Z)-N-(2-bromo-4-(trifluoromethyl)benzylidene)-2-methylpropane-2-sulfinamide BrC1=C(\C=N/[S@](=O)C(C)(C)C)C=CC(=C1)C(F)(F)F